CC(NC1CCCCC1)(C)C(=O)O α-methylcyclohexylalanine